NC1CCN(CC1)C1=CC=C(C=C1)C1=CC(=CC=C1)C(=O)N[C@@H](C=1NC2=CC=CC=C2C1)C1=C(C=CC(=C1)F)O (R)-4'-(4-aminopiperidin-1-yl)-N-((5-fluoro-2-hydroxyphenyl)(1H-indol-2-yl)methyl)-[1,1'-biphenyl]-3-carboxamide